(S)-1-(4-nitro-1H-pyrazole-1-yl)propan-2-ol [N+](=O)([O-])C=1C=NN(C1)C[C@H](C)O